ClC1=NC(=NC(=N1)Cl)NCCCCC1CC(N(C(C1)(C)C)OCCCCCCCC)(C)C 2,4-dichloro-6-[(1-octyloxy-2,2,6,6-tetramethylpiperidin-4-yl)butylamino]-s-triazine